FC1=C(C=CC=C1)C1=CN(C=2N=CN=C(C21)N2[C@@H](CN(CC2)C(C(C)C)=O)C)C=2C=C(C#N)C=CN2 (R)-2-(5-(2-fluorophenyl)-4-(4-isobutyryl-2-methylpiperazin-1-yl)-7H-pyrrolo[2,3-d]pyrimidin-7-yl)isonicotinonitrile